trans-3-(Cyclobutylamino)-5-(4-hydroxycyclohexyl)-8-((4-(pyrimidin-4-yl)piperazin-1-yl)methyl)pyrimido[4,5-c]isoquinolin-6(5H)-one C1(CCC1)NC=1N=CC2=C(N(C(C=3C=C(C=CC23)CN2CCN(CC2)C2=NC=NC=C2)=O)[C@@H]2CC[C@H](CC2)O)N1